6-(2-amino-4-methoxyphenyl)-5,6,7,8-tetrahydro-2-naphthol NC1=C(C=CC(=C1)OC)C1CC=2C=CC(=CC2CC1)O